2-(2-(6-methylpyridin-2-yl)imidazo[1,2-a]pyridin-3-yl)-7-(1H-pyrazol-4-yl)-1,5-naphthyridine CC1=CC=CC(=N1)C=1N=C2N(C=CC=C2)C1C1=NC2=CC(=CN=C2C=C1)C=1C=NNC1